6-(3-chloropyridin-4-yl)-N-(pyridin-4-yl)-8,9-dihydroimidazo[1',2':1,6]pyrido[2,3-d]pyrimidin-2-amine ClC=1C=NC=CC1C1=CC2=C(N=C(N=C2)NC2=CC=NC=C2)N2C1=NCC2